C(CCCCCCCCCCCCCCCCC)OC=1C=C(C=C(C1)CCCCCCCCCCCCCCC)O 3-(octadecyloxy)-5-pentadecylphenol